(N-(4-(6,7-dimethoxy-4-oxo-3,4-dihydro-phthalazin-1-yl)benzyl)sulfamoyl)carbamic acid tert-butyl ester C(C)(C)(C)OC(NS(NCC1=CC=C(C=C1)C1=NNC(C2=CC(=C(C=C12)OC)OC)=O)(=O)=O)=O